OC1=C(CCCC1)C1=C(C=CC=C1)C(=O)C1=C(C=CC=C1)C1=C(CCCC1)O 1-Hydroxy-cyclohexenyl-phenylketone